Butyl 7-formyl-3,4-dihydroisoquinoline-2(1H)-carboxylate C(=O)C1=CC=C2CCN(CC2=C1)C(=O)OCCCC